ethyl (3S)-1-((4-(2-chloro-4-fluorophenyl)-1-oxo-1,2-dihydroisoquinolin-7-yl)alanyl)piperidine-3-carboxylate ClC1=C(C=CC(=C1)F)C1=CNC(C2=CC(=CC=C12)N[C@@H](C)C(=O)N1C[C@H](CCC1)C(=O)OCC)=O